(3R,4S)-3-cyclopropyl-1-[6-(2-methoxypyrimidin-5-yl)pyrrolo[1,2-b]pyridazin-4-yl]-4-methyl-2-oxopyrrolidine-3-carbonitrile C1(CC1)[C@]1(C(N(C[C@H]1C)C=1C=2N(N=CC1)C=C(C2)C=2C=NC(=NC2)OC)=O)C#N